azoxymorpholine [N+]([O-])(=NN1CCOCC1)N1CCOCC1